5-(4-Fluorobenzooxazol-2-yl)-2-isopropylphenol FC1=CC=CC2=C1N=C(O2)C=2C=CC(=C(C2)O)C(C)C